1-docosanoyl-2-(11Z,14Z-eicosadienoyl)-glycero-3-phosphocholine CCCCCCCCCCCCCCCCCCCCCC(=O)OC[C@H](COP(=O)([O-])OCC[N+](C)(C)C)OC(=O)CCCCCCCCC/C=C\C/C=C\CCCCC